2-chloro-5-cyano-N-(6-morpholinylpyridin-3-yl)benzamide ClC1=C(C(=O)NC=2C=NC(=CC2)N2CCOCC2)C=C(C=C1)C#N